S1C(=CC=C1)C=CC(=O)[O-] THIOL-ACRYLAT